FC1=NC=CC=C1CC1=CC(=NC=C1)C(=O)N[C@@H]1C(N(C2=C(OC1)C=CC(=C2)C#CC(C)(C)O)C)=O (S)-4-((2-fluoropyridin-3-yl)methyl)-N-(7-(3-hydroxy-3-methylbut-1-yn-1-yl)-5-methyl-4-oxo-2,3,4,5-tetrahydrobenzo[b][1,4]oxazepin-3-yl)picolinamide